CC(/C=C/C[C@@H](C(=O)NC)NC(OC(C)(C)C)=O)(C)C tert-butyl (S,E)-(6,6-dimethyl-1-(methylamino)-1-oxohept-4-en-2-yl)carbamate